N-(4-cyano-3-(4H-1,2,4-triazol-3-yl)thiophen-2-yl)-2-(quinolin-5-yl)acetamide C(#N)C=1C(=C(SC1)NC(CC1=C2C=CC=NC2=CC=C1)=O)C1=NN=CN1